tert-butyl 9-[(4-{2-[(1r,4r)-4-({2,3,5-trifluoro-4-[(4-methoxyphenyl)methoxy]benzamido}methyl)cyclohexyl]-2H-indazol-6-yl}piperazin-1-yl)methyl]-3-azaspiro[5.5]undecane-3-carboxylate FC1=C(C(=O)NCC2CCC(CC2)N2N=C3C=C(C=CC3=C2)N2CCN(CC2)CC2CCC3(CCN(CC3)C(=O)OC(C)(C)C)CC2)C=C(C(=C1F)OCC1=CC=C(C=C1)OC)F